SCCCCS γ-mercaptopropylmethyl Thiol